C(C1=CC=CC=C1)OC[C@H](O)[C@@]1(OC1)C(=O)OC Methyl (R)-2-((S)-2-(benzyloxy)-1-hydroxyethyl)oxirane-2-carboxylate